O=C1N(CCC(N1)=O)C1=CC=C(N=N1)CN1CCN(CC1)CC1=C(C=C(C=C1)NC(C1=CC(=C(C=C1)C)C#CC1=CN=C2N1N=CC=C2)=O)C(F)(F)F N-(4-((4-((6-(2,4-dioxotetrahydropyrimidin-1(2H)-yl)pyridazin-3-yl)methyl)piperazin-1-yl)methyl)-3-(trifluoromethyl)phenyl)-3-(imidazo[1,2-b]pyridazin-3-ylethynyl)-4-methylbenzamide